CC1(C)C[C@@H](CC(C)=C1\C=C\C(\C)=C\C=C\C(\C)=C\C=C\C=C(/C)\C=C\C=C(/C)\C=C\C1=C(C)C[C@H](CC1(C)C)O)O (3R,3'R,13-cis)-beta,beta-Carotene-3,3'-diol